C(CCC)OC(CCCCCCCCCCCC\C=C/CCO)OCCCC (3Z)-17,17-dibutoxy-3-heptadecen-1-ol